C(CCCC)OC1=CC=C(C=C1)B(O)O (4-(pentyloxy)phenyl)boronic acid